[N+](=O)([O-])C=1C=C(C=CC1)C=1NC=CN1 2-(3-nitrophenyl)-1H-imidazole